C(#N)C1=CC(=NC=C1)NNC(=O)[C@H]1CN(C[C@H](C1)NC1=NC=C(C=N1)C(F)(F)F)C(=O)OC(C)(C)C (3R,5S)-tert-butyl 3-(2-(4-cyanopyridin-2-yl)hydrazinecarbonyl)-5-((5-(trifluoromethyl)pyrimidin-2-yl)amino)piperidine-1-carboxylate